(1aR,5aR)-2-(2,4-Difluoro-phenyl)-1a,2,5,5a-tetrahydro-1H-2,3-diaza-cyclopropa[a]pentalene-4-carboxylic acid (1-carbamoyl-2,2-dimethyl-propyl)-amide C(N)(=O)C(C(C)(C)C)NC(=O)C=1C=2C[C@@H]3[C@H](C2N(N1)C1=C(C=C(C=C1)F)F)C3